C(=O)C1=CC=C(S1)CNC(OC(C)(C)C)=O tert-butyl ((5-formylthiophen-2-yl)methyl)carbamate